FC(C=1C=C(OC2=CC=C(C=C2)C2CN(C2)C(=O)N2C[C@@H]3[C@@H](OCC(N3)=O)CC2)C=CC1)(F)F (4aR,8aS)-6-[3-[4-[3-(trifluoromethyl)phenoxy]phenyl]azetidine-1-carbonyl]-4,4a,5,7,8,8a-hexahydropyrido[4,3-b][1,4]oxazin-3-one